tantalum-hafnium [Hf].[Ta]